COC=1C=C(CNC(C(C(CC)NC[C@H](CC(C)C)NC(CCC2=CC=CC=C2)=O)=O)=O)C=CC1 N-(3-methoxybenzyl)-3-((S)-4-methyl-2-(3-phenylpropionylamino)pentylamino)-2-oxopentanamide